C(C)(C)(C)NC([C@@H](C)N(C=1C2=C(N=C(N1)C1=NC=CC(=C1)OC1COC1)CCC2)C)=O (2R)-N-tert-butyl-2-[methyl({2-[4-(oxetan-3-yloxy)pyridin-2-yl]-5H,6H,7H-cyclopenta[d]pyrimidin-4-yl})amino]propanamide